C(#N)C=1C=CC(=C(C(=O)NC2=CC(=CC(=C2)F)C#N)C1)S(=O)(=O)C 5-cyano-N-(3-cyano-5-fluorophenyl)-2-(methylsulfonyl)benzamide